E-11-tetradecenylacetate C(CCCCCCCCC\C=C\CC)CC(=O)[O-]